FC=1C=C(C=CC1)N1N=C(C=C(C1=O)C(=O)N[C@H](CO)C(C)C)C1=CC=C(C=C1)C(F)(F)F 2-(3-fluorophenyl)-N-[(2S)-1-hydroxy-3-methylbut-2-yl]-3-oxo-6-[4-(trifluoromethyl)phenyl]-2,3-dihydropyridazine-4-carboxamide